BrC1=CC=C2C(=C(C(NC2=C1)=O)F)OC 7-bromo-3-fluoro-4-methoxyquinolin-2(1H)-one